2-(cyanoamino)-4-methyl-6-phenylpyridine-3-carbonitrile C(#N)NC1=NC(=CC(=C1C#N)C)C1=CC=CC=C1